(R)-5-((1-(4-(3-(Isopropylamino)pyrrolidin-1-yl)phenyl)-1H-imidazol-4-yl)amino)pyrazine-2-carbonitrile C(C)(C)N[C@H]1CN(CC1)C1=CC=C(C=C1)N1C=NC(=C1)NC=1N=CC(=NC1)C#N